1,3-Dimethylpyrrolium cyanid [C-]#N.C[NH+]1C=C(C=C1)C